FC1(CNCCC1NC(=O)C1=C(OC2=C1C=C(C=C2)OCC2(CC2)C)C)F N-(3,3-difluoropiperidin-4-yl)-2-methyl-5-[(1-methylcyclopropyl)methoxy]-1-benzofuran-3-carboxamide